bis(4-butylcyclohexyl) dicarbonate C(=O)(OC1CCC(CC1)CCCC)OC(=O)OC1CCC(CC1)CCCC